N1C=C(C2=CC=CC=C12)CCNC(CN1N=C(C=CC1=O)C1=CC=C(C=C1)F)=O N-(2-(1H-indol-3-yl)ethyl)-2-(3-(4-fluorophenyl)-6-oxopyridazin-1(6H)-yl)acetamide